N-(5-(6-(5-(tert-butyl)pyridin-2-yl)-1-oxo-3,4-dihydroisoquinolin-2(1H)-yl)-2-((2-methoxyethoxy)methoxy)phenyl)methanesulfonamide C(C)(C)(C)C=1C=CC(=NC1)C=1C=C2CCN(C(C2=CC1)=O)C=1C=CC(=C(C1)NS(=O)(=O)C)OCOCCOC